benzyl 4-[[3-[7-[3-amino-6-(2-hydroxyphenyl)pyridazin-4-yl]-4,7-diazaspiro[2.5]octan-4-yl]phenyl]methyl]piperazine-1-carboxylate NC=1N=NC(=CC1N1CCN(C2(CC2)C1)C=1C=C(C=CC1)CN1CCN(CC1)C(=O)OCC1=CC=CC=C1)C1=C(C=CC=C1)O